O=C1C(=C2C(=NN1)C(CC2)OCCC(=O)O)C(F)(F)F 3-[[3-oxo-4-(trifluoromethyl)-2,5,6,7-tetrahydrocyclopenta[c]pyridazin-7-yl]oxy]propanoic acid